BrC=1C(=NC(=NC1OC)N(CC1=CC=C(C=C1)OC)CC1=CC=C(C=C1)OC)OC 5-bromo-4,6-dimethoxy-pyrimidin-2-ylbis-(4-methoxy-benzyl)-amine